1-Methyl-4-[(3,3,4-trimethyl-1,1-dioxido-2,3-dihydro-1-benzothiophen-5-yl)carbonyl]-1H-pyrazol-5-yl propane-1-sulfonate C(CC)S(=O)(=O)OC1=C(C=NN1C)C(=O)C=1C=CC2=C(C(CS2(=O)=O)(C)C)C1C